C(C)(C)N1N=C(C(=C1C)O)C1=C(C=C(C=C1C(C)(C)C)C(C)(C)C)C(C)(C)C 1-isopropyl-3-(2,4,6-tri(tert-butyl)phenyl)-5-methyl-pyrazole-4-ol